2-[2-amino-3-(4-isopropyl-2-methylphenyl)propoxy]-1H-isoindole NC(CON1CC2=CC=CC=C2C1)CC1=C(C=C(C=C1)C(C)C)C